C1(CC1)COC=1C=2N(C=CC1C=1C=NNC1)N=C(N2)NC2CCN(CC2)S(=O)(=O)C 8-(cyclopropylmethoxy)-N-(1-(methylsulfonyl)piperidin-4-yl)-7-(1H-pyrazol-4-yl)-[1,2,4]triazolo[1,5-a]pyridin-2-amine